4-chlorophenylacetone ClC1=CC=C(C=C1)CC(C)=O